C(#N)CN1N=C(C(=C1)C1=CN=C2N1C=CN=C2NC2=CC(=C(C(=O)NCCNC(=O)[C@H]1NC[C@@H](C1)O)C=C2)CC)C(F)(F)F (2S,4R)-N-(2-(4-((3-(1-(cyanomethyl)-3-(trifluoromethyl)-1H-pyrazol-4-yl)imidazo[1,2-a]pyrazin-8-yl)amino)-2-ethylbenzamido)ethyl)-4-hydroxypyrrolidine-2-carboxamide